FC1=C(C(=CC(=C1)[N+](=O)[O-])F)N1CCC(CC1)CN1CCC2(CC(C2)CNC(OC(C)(C)C)=O)CC1 tert-butyl ((7-((1-(2,6-difluoro-4-nitrophenyl)piperidin-4-yl)methyl)-7-azaspiro[3.5]nonan-2-yl)methyl)carbamate